C(C1=CC=CO1)=O.[Ca] calcium furfural